4-methyl-8-(2,4,5-trimethylphenyl)-1,2,3,5-tetrahydro-s-indacene CC1=C2CCCC2=C(C=2C=CCC12)C1=C(C=C(C(=C1)C)C)C